N-(2-chloro-4-(trifluoromethyl)phenyl)-2-(2-(3,6-dihydro-2H-pyran-4-yl)-5-ethyl-6-(3-(methylamino)azetidin-1-yl)-7-oxo-[1,2,4]triazolo[1,5-a]pyrimidin-4(7H)-yl)acetamide ClC1=C(C=CC(=C1)C(F)(F)F)NC(CN1C=2N(C(C(=C1CC)N1CC(C1)NC)=O)N=C(N2)C=2CCOCC2)=O